ClCC1=CC=C(N=N1)CNC(=O)C=1N=NN(C1)C1COC1 N-((6-(chloromethyl)pyridazin-3-yl)methyl)-1-(oxetan-3-yl)-1H-1,2,3-triazole-4-carboxamide